26-[(1S)-1-methylpropyl]-33-(piperidine-1-carbonyl)-9-(4-pyridylmethyl)-6,9,12,15,18,21,24,27,30,34,37-undecazaspiro[4.33]octatriacontane-7,10,13,16,19,22,25,28,31,35,38-undecone C[C@@H](CC)C1C(NCC(NCC(NCC(NCC(NCC(N(CC(NC2(CCCC2)C(NCC(NC(CC(NCC(N1)=O)=O)C(=O)N1CCCCC1)=O)=O)=O)CC1=CC=NC=C1)=O)=O)=O)=O)=O)=O